C(C1=CC=CC=C1)OC(=O)N[C@H](C(=O)O)CCC(=O)OC(C)(C)C (S)-2-(((benzyloxy)carbonyl)amino)-5-(tert-butoxy)-5-oxopentanoic acid